CN1CCC2(CC(C2)NC(C2=CC=CC(=C2)CC)=O)CC1 N-(7-methyl-7-azaspiro[3.5]nonan-2-yl)-5-ethylbenzamide